N1(C(C(CC1)=O)=O)[C@H]1CNCC1 (R)-[1,3'-bipyrrolidine]-2,3-dione